BrC1=CC(=C(C=C1)[N+](=O)[O-])OCC 4-bromo-2-ethoxy-1-nitrobenzene